ethyl (3S)-2-azabicyclo[2.2.1]heptane-3-carboxylate C12N[C@@H](C(CC1)C2)C(=O)OCC